C(C)(C)N(P(OC1C(OCC1F)N1C=2N=C(NC(C2N=C1)=O)NC(C(C)C)=O)OCCC#N)C(C)C 4-fluoro-2-(2-isobutyramido-6-oxo-1,6-dihydro-9H-purin-9-yl)tetrahydrofuran-3-yl (2-cyanoethyl) diisopropylphosphoramidite